hydroxypropanesulfonate pyridinium [NH+]1=CC=CC=C1.OC(CC)S(=O)(=O)[O-]